4-(cycloheptylamino)-2-((8-(1-methyl-1H-pyrazol-4-yl)-2,3-dihydrobenzo[b][1,4]dioxin-5-yl)amino)-7H-pyrrolo[2,3-d]pyrimidine-5-carbonitrile C1(CCCCCC1)NC=1C2=C(N=C(N1)NC1=CC=C(C=3OCCOC31)C=3C=NN(C3)C)NC=C2C#N